NC1=NN2C(C=C(C=C2)C=2C(=C(C(=O)NC[C@@H]([C@](C)(O)C3=CC=C(C=C3)F)F)C(=CC2)C([2H])([2H])[2H])F)=N1 3-(2-amino-[1,2,4]triazolo[1,5-a]pyridin-7-yl)-2-fluoro-N-((2S,3R)-2-fluoro-3-(4-fluorophenyl)-3-hydroxybutyl)-6-(methyl-d3)benzamide